ClC1=CC(=C(N[C@@H]2[C@H](CN(CC2)C(=O)OC(C)(C)C)C)C=C1)F tert-Butyl (3S,4S)-4-(4-chloro-2-fluoro-anilino)-3-methyl-piperidine-1-carboxylate